ClC(C(C)(O)C)(CCCC=C)O 3-chloro-2-methyl-7-octen-2,3-diol